N-(3-(6-(4-methylpiperazine-1-carbonyl)-1H-benzimidazol-2-yl)-1H-pyrazolo[3,4-b]pyridin-5-yl)ethenesulfonamide CN1CCN(CC1)C(=O)C=1C=CC2=C(NC(=N2)C2=NNC3=NC=C(C=C32)NS(=O)(=O)C=C)C1